1-(5-(benzyloxy)pyrimidin-2-yl)-1,4-diazepane C(C1=CC=CC=C1)OC=1C=NC(=NC1)N1CCNCCC1